C(OCC1=CC=NN1C)([2H])([2H])[2H] 5-((methoxy-d3)methyl)-1-methyl-1H-pyrazole